bis(2-ethanesulfonate) disodium [Na+].[Na+].CCS(=O)(=O)[O-].CCS(=O)(=O)[O-]